rhodium carbon [C].[Rh]